tert-butyl N-[[4-[6-[4-[4-[4-[(2,6-dioxo-3-piperidyl)amino]phenyl]-1-piperidyl]butyl]pyrrolo[1,2-b]pyridazin-4-yl]-2-methyl-phenyl]methyl]carbamate O=C1NC(CCC1NC1=CC=C(C=C1)C1CCN(CC1)CCCCC=1C=C2N(N=CC=C2C2=CC(=C(C=C2)CNC(OC(C)(C)C)=O)C)C1)=O